C(C)(C)(C)OC(N(C12CC3(C[C@@H](CC(C1)C3)C2)OCCOCCO)CC(=O)N2[C@@H](CCC2)C#N)=O (2-((S)-2-cyanopyrrolidin-1-yl)-2-oxoethyl)((1S,3r,5S)-3-(2-(2-hydroxyethoxy)ethoxy)adamantan-1-yl)carbamic acid tert-butyl ester